C(CCC)OC(CCCCCCCCCCCCCCC)=O Butylpalmitat